BrC/C=C/C(=O)N(C)[C@H](C(=O)NCCC=1C=C(C=CC1)NC=1C(=NC(=C(N1)C1CC1)C)C(=O)N)C (S,E)-3-((3-(2-(2-(4-bromo-N-methylbut-2-enamido)propanamido)ethyl)phenyl)amino)-5-cyclopropyl-6-methylpyrazine-2-carboxamide